C12(CC3CC(CC(C1)C3)C2)CN2N=CC(=C2C)C2=C(N=C(S2)N(C)C=2N=NC(=C(C2)C2CC2)NC=2SC3=C(N2)C=CC=C3)C(=O)O 5-{1-[(Adamantan-1-yl)methyl]-5-methyl-1H-pyrazol-4-yl}-2-({6-[(1,3-benzothiazol-2-yl)amino]-5-cyclopropylpyridazin-3-yl}(methyl)amino)-1,3-thiazole-4-carboxylic acid